N2-(1-(2-fluoroethyl)azetidin-3-yl)-N5-(8-(2-fluorophenyl)quinazolin-2-yl)pyridine-2,5-diamine FCCN1CC(C1)NC1=NC=C(C=C1)NC1=NC2=C(C=CC=C2C=N1)C1=C(C=CC=C1)F